methyl N-[5-[6-[cyanomethyl(p-tolyl)carbamoyl] imidazo[1,2-a]pyridin-3-yl]-2-pyridyl]carbamate C(#N)CN(C(=O)C=1C=CC=2N(C1)C(=CN2)C=2C=CC(=NC2)NC(OC)=O)C2=CC=C(C=C2)C